4-chloro-5-[(2-cyclopropyl-4-{[imidazolidin-2-ylidene]carbamoyl}phenyl)amino]-N-(1-methylcyclopropyl)pyridine-3-carboxamide ClC1=C(C=NC=C1NC1=C(C=C(C=C1)C(N=C1NCCN1)=O)C1CC1)C(=O)NC1(CC1)C